2-(((2-Amino-6-(trifluoromethyl)pyridin-4-yl)thio)methyl)-N-phenyl-1H-benzo[d]imidazol-5-amine NC1=NC(=CC(=C1)SCC1=NC2=C(N1)C=CC(=C2)NC2=CC=CC=C2)C(F)(F)F